(S)-ethyl 2-((2S,3R)-2-(3-chlorophenyl)-3-(4-chlorophenyl)-5-oxomorpholino)-2-cyclopropylacetate ClC=1C=C(C=CC1)[C@@H]1OCC(N([C@@H]1C1=CC=C(C=C1)Cl)[C@H](C(=O)OCC)C1CC1)=O